CCCC1C(C2C=CC(O)=CC=2)=NN(C2C=CC(O)=CC=2)C=1C1C=CC(O)=CC=1 propylpyrazoletriol